(R)-3-azabicyclo[3.1.0]hexan [C@@H]12CNCC2C1